COC(C(CCCN(C)CCCC(C(OC)OC)[SiH3])[SiH3])OC bis(4-dimethoxymethyl-silylbutyl)N-methylamine